C(C=C)OCC(C(=O)OCC)=C ethyl α-allyloxymethylacrylate